C(C)(C)(C)OC(=O)N1CCC(CC1)N1C=C(C2=C1N=CN=C2Cl)I.O(C2=CC=CC=C2)C2=CC=C(C=C2)C2=CN(C=1N=CN=C(C12)N)C1CCNCC1 5-(4-Phenoxyphenyl)-7-(piperidin-4-yl)-7H-pyrrolo[2,3-d]pyrimidin-4-amine tert-butyl-4-(4-chloro-5-iodo-7H-pyrrolo[2,3-d]pyrimidin-7-yl)piperidine-1-carboxylate